dioxazine C1=COON=C1